N1C(=CC=C1)CCCCNC1=CC=C2C(=N1)C(=CN2)C=2CCN(CC2)C 5-(N-[4-(2-pyrrolyl)but-1-yl]amino)-3-(1-methyl-1,2,3,6-tetrahydropyridin-4-yl)pyrrolo[3,2-b]pyridine